ClC1=CC=C(O1)C(=O)N[C@H](C(=O)NC=1C(N(C=CC1)CC(=O)NC1C2CC3CC(CC1C3)C2)=O)CCC(C(=O)NC)=O (S)-2-(5-Chlorofuran-2-carboxamido)-N1-(1-(2-(2-adamantylamino)-2-oxoethyl)-2-oxo-1,2-dihydropyridin-3-yl)-N6-methyl-5-oxohexandiamid